C(#N)C=1C(=C(C=C(C1)C(C)C)[C@@H](C(=O)O)N1C[C@@H](CC1)OCCCCCC1=NC=2NCCCC2C=C1)OC (S)-2-(3-cyano-5-isopropyl-2-methoxyphenyl)-2-((R)-3-((5-(5,6,7,8-tetrahydro-1,8-naphthyridin-2-yl)pentyl)oxy)pyrrolidin-1-yl)acetic acid